methyl-triethyl-dibutyl-ammonium phosphate P(=O)([O-])([O-])[O-].C[NH+](CCCC(CC)(CC)CC)CCCC.C[NH+](CCCC)CCCC(CC)(CC)CC.C[NH+](CCCC)CCCC(CC)(CC)CC